The molecule is conjugate base of stipitatonic acid arising from selective deprotonation of the 4-hydroxy group; major species at pH 7.3. It is a conjugate base of a stipitatonic acid. C1=C2C(=C(C=C(C1=O)O)[O-])C(=O)OC2=O